10-tert-butyl-10-hydroxy-4-(2-methyl-4-pyridinyl)-8,12-dioxa-5-thiatricyclo[7.4.0.02,6]Tridec-1(9),2(6),3-trien-7-one C(C)(C)(C)C1(C=2OC(C=3SC(=CC3C2COC1)C1=CC(=NC=C1)C)=O)O